1-[3-bromo-5-(hydroxymethyl)pyrazol-1-yl]-N-methyl-methanesulfonamide BrC1=NN(C(=C1)CO)CS(=O)(=O)NC